CC1=CC=CC(=N1)C=1N(C=C(N1)C(NC1=NC=NC=C1)=O)C=1C=CC=2N(C1)C(=CN2)C(=O)N 6-(2-(6-methylpyridin-2-yl)-4-(pyrimidin-4-ylcarbamoyl)-1H-imidazol-1-yl)imidazo[1,2-a]pyridine-3-carboxamide